C1(=CC=CC=C1)N(C1=CC=CC=C1)C1=CC=2C3(C4=CC=CC=C4C2C=C1)C1=CC=CC=C1C=1C=CC(=CC13)N(C1=CC=CC=C1)C1=CC=CC=C1 2,2'-bis(N,N-diphenylamino)-9,9-spirobifluorene